Methyl (S)-3-(4-(benzyloxy)phenyl)-2-(2-(1-(3,3-diphenylpropanoyl)piperidin-4-yl)acetamido)propanoate C(C1=CC=CC=C1)OC1=CC=C(C=C1)C[C@@H](C(=O)OC)NC(CC1CCN(CC1)C(CC(C1=CC=CC=C1)C1=CC=CC=C1)=O)=O